N-(5-(2-((S)-1-cyclopropylethyl)-7-(methylsulfinyl)-1-oxoisoindolin-5-yl)-4-methylthiazol-2-yl)acetamide C1(CC1)[C@H](C)N1C(C2=C(C=C(C=C2C1)C1=C(N=C(S1)NC(C)=O)C)S(=O)C)=O